3-(4-BORONOPHENYL)CYCLOBUTANONE ETHYLENE KETAL C1COC2(CC(C2)C2=CC=C(C=C2)B(O)O)O1